3-isopropoxy-N-[7-[2-[(1-methylpyrazol-4-yl)amino]Pyrimidin-4-yl]-2,3,4,5-tetrahydro-1H-3-benzazepin-1-yl]Azetidine-1-carboxamide C(C)(C)OC1CN(C1)C(=O)NC1CNCCC2=C1C=CC(=C2)C2=NC(=NC=C2)NC=2C=NN(C2)C